[C@@H]12N(C[C@@H](NC1)C2)C=2SC=1CN(CCC1N2)C(CC2CCCC2)=O 1-(2-((1S,4S)-2,5-diazabicyclo[2.2.1]heptan-2-yl)-6,7-dihydrothiazolo[5,4-c]pyridin-5(4H)-yl)-2-cyclopentylethan-1-one